(R)-N-(5-cyano-6-(difluoromethoxy)pyridin-3-yl)-2'-fluoro-6',7'-dihydrospiro[cyclobutane-1,8'-cyclopenta[e]pyrazolo[1,5-a]pyrimidine]-6'-carboxamide C(#N)C=1C=C(C=NC1OC(F)F)NC(=O)[C@@H]1CC2(C3=C1C=NC=1N3N=C(C1)F)CCC2